BrC=1C=C2C(=NN(C(C2=CC1)=O)CC(=O)NC1=NC=C(C=N1)F)OC1(CC1)C 2-[6-bromo-4-[2-trans-methylcyclopropyl]oxy-1-oxophthalazin-2-yl]-N-(5-fluoropyrimidin-2-yl)acetamide